tributylhexylphosphine 2,2-dimethylbutyrate CC(C(=O)O)(CC)C.C(CCC)C(CCCCCP)(CCCC)CCCC